C(C)(C)(C)C1=C(C=CC=2N(C3=CC(=CC=C3C(C12)(C)C)CCN1CCOCC1)C(=O)O)C.CC1=CC=2C(C3=CC=C(C=C3N(C2C=C1)C(=O)OC(C)(C)C)CCN1CCOCC1)(C)C tert-butyl 2,9,9-trimethyl-6-(2-morpholinoethyl)acridine-10(9H)-carboxylate {tert-butyl 2,9,9-trimethyl-6-(2-morpholinoethyl)acridine-10(9H)-carboxylate}